N-[2-fluoro-1-(4-fluorophenyl)ethyl]-N-(2-nitrobenzenesulfonyl)-4-Nitrobenzenesulfonamide FCC(C1=CC=C(C=C1)F)N(S(=O)(=O)C1=CC=C(C=C1)[N+](=O)[O-])S(=O)(=O)C1=C(C=CC=C1)[N+](=O)[O-]